N-{(1S)-1-(4-Methylcyclohexyl)-2-oxo-2-[(2-oxospiro-[1H-pyrrolo[3,2-c]pyridine-3,4'-tetrahydropyran]-6-yl)amino]-ethyl}-3-(methylsulfonyl)-benzamide CC1CCC(CC1)[C@@H](C(NC1=CC2=C(C=N1)C1(CCOCC1)C(N2)=O)=O)NC(C2=CC(=CC=C2)S(=O)(=O)C)=O